BrC1=CC=C(C=C1)NC1=CC=2C(C3=CC=CC=C3C2C=C1)(C)C N-(4-bromophenyl)-9,9-dimethyl-9H-fluoren-2-amine